C(CCCCCCCCCC)NCCN N-undecylethane-1,2-diamine